C(N)(=O)CC[C@@H](C(NCC1=CC=C(C=C1)S(=O)(=O)C)=O)NC(=O)[C@@H]1CC[C@H]2N1C([C@H](CNCC2)NC(OC(C)(C)C)=O)=O tert-butyl N-[(5S,8S,10aR)-8-[[(1S)-3-carbamoyl-1-[[(4-methanesulfonylphenyl)methyl]carbamoyl]propyl]carbamoyl]-6-oxo-octahydro-1H-pyrrolo[1,2-a][1,5]diazocin-5-yl]carbamate